2,3,4-trimethyl-1,5-pentanediol CC(CO)C(C(CO)C)C